ClC=1C=C(C(=O)O)C=C(N1)OCC1=C(C=C(C=C1)C#N)F 2-Chloro-6-((4-cyano-2-fluorobenzyl)oxy)isonicotinic acid